3-(cyclohexanecarboxamido)-N-(2,3-dihydro-1H-inden-2-yl)pyrazine-2-carboxamide C1(CCCCC1)C(=O)NC=1C(=NC=CN1)C(=O)NC1CC2=CC=CC=C2C1